CN1N=C(C=C1C)NC1=NC=C(C(=N1)C1=CNC2=C(C=CC=C12)N1C(C2=CC=CC(=C2C1)NC(=O)C1CC=C(CC1)C)=O)C N-(2-(3-(2-((1,5-dimethyl-1H-pyrazol-3-yl)amino)-5-methylpyrimidin-4-yl)-1H-indol-7-yl)-1-oxoisoindolin-4-yl)-4-methylcyclohex-3-ene-1-carboxamide